(1-(2-bromo-1,1-difluoroethyl)-1H-pyrazol-4-yl)-2-methylcyclopentan-1-one BrCC(F)(F)N1N=CC(=C1)C1(C(CCC1)=O)C